ClC1=C(C(=O)O)C=C(C=C1)NC(=O)[C@@H]1C([C@H]1C1=CC(=C(C=C1)F)Cl)(Cl)Cl 2-chloro-5-((1R,3R)-2,2-dichloro-3-(3-chloro-4-fluorophenyl)cyclopropane-1-carboxamido)benzoic acid